Methyl (2R,3S)-3-(4-chloro-1H-pyrazol-3-yl)-2-((((CIS)-4-phenylcyclohexyl)oxy)-methyl)piperidine-1-carboxylate ClC=1C(=NNC1)[C@@H]1[C@@H](N(CCC1)C(=O)OC)CO[C@@H]1CC[C@@H](CC1)C1=CC=CC=C1